carbonyl-nickel (0) C(=O)=[Ni]